ethyl 3-(4-ethylphenyl)-2,3-dibromopropionate C(C)C1=CC=C(C=C1)C(C(C(=O)OCC)Br)Br